3,3-dimethylacryloyl-coa CC(=CC(=O)SCCNC(CCNC([C@@H](C(COP(OP(OC[C@@H]1[C@H]([C@H]([C@@H](O1)N1C=NC=2C(N)=NC=NC12)O)OP(=O)(O)O)(=O)O)(=O)O)(C)C)O)=O)=O)C